2,2'-(Methylazandiyl)bis(1,3-propandiol) CN(C(CO)CO)C(CO)CO